1-[6-(N-methyl-N-4-piperidylamino)-2-pyridyl]-2-allyl-6-[1-(2-fluoro-2-methylpropyl)-4-pyrazolylamino]-1,2-dihydro-3H-1,2,5,7-tetraazainden-3-one CN(C1CCNCC1)C1=CC=CC(=N1)N1N(C(C2=CN=C(N=C12)NC=1C=NN(C1)CC(C)(C)F)=O)CC=C